5,10,15,20-tetra(4-ethynylphenyl)porphyrin nickel [Ni].C(#C)C1=CC=C(C=C1)C=1C2=CC=C(N2)C(=C2C=CC(C(=C3C=CC(=C(C=4C=CC1N4)C4=CC=C(C=C4)C#C)N3)C3=CC=C(C=C3)C#C)=N2)C2=CC=C(C=C2)C#C